sulfoxanthate S(=O)(=O)(O)OC(=S)[S-]